N-{2-fluoro-3-[6-oxo-4-(trifluoromethyl)-1,6-dihydropyrimidin-2-yl]-4-(trifluoromethyl)benzyl}-1-[2-(4-fluorophenyl)acetyl]azetidine-3-carboxamide FC1=C(CNC(=O)C2CN(C2)C(CC2=CC=C(C=C2)F)=O)C=CC(=C1C=1NC(C=C(N1)C(F)(F)F)=O)C(F)(F)F